C[Si](O[Si](O[Si](C)(C)C)(C=C)O[Si](C)(C)C)(C)C 1,1,1,5,5,5-hexamethyl-3-((trimethylsilyl)oxy)-3-vinyltrisiloxane